(1s,4s)-4-(2-amino-6-bromobenzylamino)-N-(3-methoxy-4-methylphenyl)cyclohexanecarboxamide NC1=C(CNC2CCC(CC2)C(=O)NC2=CC(=C(C=C2)C)OC)C(=CC=C1)Br